CN(C1=C(C=C(C=C1)S(=O)(=O)O)C=1N=C2N(CCNC2=O)C1)C1=NC=C(C=C1)C(F)(F)F.C1=CC=CC=2C3=CC=CC=C3N(C12)NC(C)=O N-(9H-carbazol-9-yl)acetamide N-methyl-3-(8-oxo-5,6,7,8-tetrahydroimidazo[1,2-a]pyrazin-2-yl)-4-((5-(trifluoromethyl)pyridin-2-yl)amino)benzenesulfonate